N-(2-(4-cyanothiazolidin-3-yl)-2-oxoethyl)-7-methylquinoline-4-carboxamide C(#N)C1N(CSC1)C(CNC(=O)C1=CC=NC2=CC(=CC=C12)C)=O